CN(C(=O)NCC1(CC(CC(C1)(C)C)NC(N(C)C)=O)C)C [3-[[[(dimethylamino)carbonyl]amino]methyl]-3,5,5-trimethylcyclohexyl]-N,N-dimethyl-urea